1-methyl-4,5,6,7-tetrahydro-1H-pyrazolo[3,4-c]pyridine CN1N=CC2=C1CNCC2